2-(dodecylthiocarbonylthio)-2-methylpropionic acid C(CCCCCCCCCCC)C(=S)SC(C(=O)O)(C)C